6-chloro-4-(4-methoxyphenyl)-2-oxo-1H-quinolin ClC=1C=C2C(=CC(NC2=CC1)=O)C1=CC=C(C=C1)OC